N-(4-chloro-2-fluoro-3-(7-(methylamino)-1,6-naphthyridin-3-yl)phenyl)-4-(2-cyanopropan-2-yl)picolinamide ClC1=C(C(=C(C=C1)NC(C1=NC=CC(=C1)C(C)(C)C#N)=O)F)C=1C=NC2=CC(=NC=C2C1)NC